ClC=1N(C(=CC1C1=NC=CC(=N1)NC=1N=CC2=C(C=CC(=C2C1)C(C)C)N1[C@@H]([C@H](C1)CS(=O)(=O)C)C)[N+](=O)[O-])C N-(2-(2-chloro-1-methyl-5-nitro-1H-pyrrol-3-yl)pyrimidin-4-yl)-5-isopropyl-8-((2r,3s)-2-methyl-3-((methylsulfonyl)methyl)azetidin-1-yl)isoquinolin-3-amine